OC1=C(OC2=CC(=CC(=C2C1=O)O)O)C1=CC(=C(C=C1)O)OC1COC1 3,5,7-Trihydroxyl-2-[4-hydroxy-3-(oxetan-3-yloxy)phenyl]chromen-4-one